N[C@H]1CS(C2=C(N(C1=O)CC1=CC=C(C=C1)Cl)C=C(C(=C2)F)C=2N=NN(N2)C(CO)(C)C)(=O)=O (3R)-3-amino-5-[(4-chlorophenyl)methyl]-8-fluoro-7-[2-(2-hydroxy-1,1-dimethyl-ethyl)tetrazol-5-yl]-1,1-dioxo-2,3-dihydro-1lambda6,5-benzothiazepin-4-one